3-(cyclopropylmethyl)-7-((3,3-difluoro-1-methylpiperidin-4-yl)amino)thieno[2,3-c]pyridin C1(CC1)CC1=CSC2=C(N=CC=C21)NC2C(CN(CC2)C)(F)F